[N+](=O)([O-])C1=CC=CC(=N1)NCCCCC1CCNCC1 6-nitro-N-(4-(piperidin-4-yl)butyl)pyridin-2-amine